methyl (2S)-2-[[(2S)-2-[[(2S)-2-(benzyloxycarbonylamino)-3-(1-naphthyl)propanoyl]amino]-3-(4,4-difluorocyclohexyl)propanoyl]amino]-3-[(3S)-2-oxo-3-piperidyl]propanoate C(C1=CC=CC=C1)OC(=O)N[C@H](C(=O)N[C@H](C(=O)N[C@H](C(=O)OC)C[C@H]1C(NCCC1)=O)CC1CCC(CC1)(F)F)CC1=CC=CC2=CC=CC=C12